5-((5-methylpyridin-2-yl)amino)-3-(4-(2-phenyl-acetamido)phenyl)-1H-pyrazole-4-carboxamide CC=1C=CC(=NC1)NC1=C(C(=NN1)C1=CC=C(C=C1)NC(CC1=CC=CC=C1)=O)C(=O)N